BrC1=C2C=C(C(=NC2=CC(=C1)C)C=O)OC 5-bromo-3-methoxy-7-methylquinoline-2-carbaldehyde